ICCCCCC(=O)NC=1C=C(C[C@H](N)C(=O)O)C=CC1 m-(6-iodohexanamido)-L-phenylalanine